NC(=O)C1=CC=CC2=CN(N=C12)C1=CC=C(C[NH+]2CC(CCC2)C[NH+](C)C)C=C1 1-{4-[7-(aminocarbonyl)-2H-indazole-2-yl]benzyl}-3-[(dimethylammonio)methyl]piperidinium